OC1=CC=C2C(C(=COC2=C1)C1=C(C2=C(C=C1)OCO2)O)=O 7,2'-dihydroxy-3',4'-methylenedioxyisoflavone